C=C(C)C=1C=C(C=CC1)[C@@H](C)NC(=O)C=1NC2=C(C=C3C(=NN(C3=C2)C(C2=CC=CC=C2)(C2=CC=CC=C2)C2=CC=CC=C2)C2=CC=NC=C2)N1 (R)-N-(1-(3-(prop-1-en-2-yl)phenyl)ethyl)-3-(pyridin-4-yl)-1-trityl-1,7-dihydroimidazo[4,5-f]Indazole-6-carboxamide